8-(piperazin-1-yl)pyrido[4,3-d]pyrimidin-7(6H)-one N1(CCNCC1)C=1C(NC=C2C1N=CN=C2)=O